C(C=CC=CCCCCCCCCCCCCCCC)(=O)O 8z,14z-eicosadienoic acid